C(CCCCC)N(CCCCCC)CC(=O)OCCCCC 1-pentanol N,N-dihexylaminoacetate